ClC=1C(=NC(=NC1)NC1=C(C=C(C=C1)N1CCC(CC1)NCCCCCCCNC=1C=C2CN(C(C2=CC1)=O)C1C(NC(CC1)=O)=O)OC)NC1=C(C=CC=C1)P(=O)(OC)OC 3-(5-((7-((1-(4-((5-chloro-4-((2-(dimethylphosphono)phenyl)amino)pyrimidin-2-yl)amino)-3-methoxyphenyl)piperidin-4-yl)amino)heptyl)amino)-1-oxoisoindolin-2-yl)piperidine-2,6-dione